1-Tert-butyl 4-[4-[[1-(2,6-dioxo-3-piperidyl)-3-methyl-2-oxo-benzimidazol-4-yl]methyl]piperazin-1-yl]piperidine-1-carboxylate O=C1NC(CCC1N1C(N(C2=C1C=CC=C2CN2CCN(CC2)C2CCN(CC2)C(=O)OC(C)(C)C)C)=O)=O